C(CC)OC1=CC=C(C=C1)C=1N=NN(C1)CCCCN 4-(4-n-propoxyphenyl-1H-1,2,3-triazol-1-yl)butanamine